Dicetyl Thiodipropionate CCCCCCCCCCCCCCCCOC(=O)CCSCCC(=O)OCCCCCCCCCCCCCCCC